4-(2-isopropylphenyl)-1-methyl-6-(4-(5-methyl-3-(trifluoromethyl)-1H-pyrazol-1-yl)phenethyl)-1H-imidazo[4,5-c]pyridine C(C)(C)C1=C(C=CC=C1)C1=NC(=CC2=C1N=CN2C)CCC2=CC=C(C=C2)N2N=C(C=C2C)C(F)(F)F